Cl.ClC1=C(C=C(C(=C1)OC)C)C=1N=C(SC1C)N(CC#C)[C@@H](CC1CC1)C1=CC(=C(C=C1)C)F 4-(2-Chloro-4-methoxy-5-methylphenyl)-N-[(1s)-2-cyclopropyl-1-(3-fluoro-4-methylphenyl)ethyl]-5-methyl-N-(2-propyn-1-yl)-2-thiazolamin-hydrochlorid